NC1=NC(=C2N(C(N(C2=N1)[C@H]1CN(CC1)C=CCF)=O)C1=CC=C(C=C1)OC1=CC=CC=C1)N (R)-2,6-diamino-9-(1-(3-fluoropropenyl)pyrrolidin-3-yl)-7-(4-phenoxyphenyl)-7,9-dihydro-8H-purin-8-one